C(C1=CC=CC=C1)OC(C(C(=O)O)(C)C)=O 3-(benzyloxy)-2,2-dimethyl-3-oxopropanoic acid